(1R,2S)-2-(((4-(4-((3-(3,6-difluoropyridin-2-yl)-1-((1r,4r)-4-ethoxycyclohexyl)-1H-pyrazol-4-yl)carbamoyl)thiazol-2-yl)-1H-pyrazol-1-yl)methoxy)carbonyl)cyclohexane-1-carboxylic acid FC=1C(=NC(=CC1)F)C1=NN(C=C1NC(=O)C=1N=C(SC1)C=1C=NN(C1)COC(=O)[C@@H]1[C@@H](CCCC1)C(=O)O)C1CCC(CC1)OCC